C(C1=CC=CC=C1)(=O)N1C(N(C=CC1=O)[C@H]1[C@@H]([C@@H]([C@H](O1)\C=C\P(=O)(OC)OC)OP([O-])N(C(C)(C)CCC#N)C(C)C)CCOC)=O (2R,3S,4R,5R)-5-(3-benzoyl-2,4-dioxo-3,4-dihydropyrimidin-1(2H)-yl)-2-((E)-2-(dimethoxyphosphoryl)vinyl)-4-(2-methoxyethyl)tetrahydrofuran-3-yl(2-cyanoethyl)diisopropylphosphoramidite